ClC1=NC(=NC(=N1)Cl)N1CC2(C1=O)C(CCC2)=O 2-(4,6-dichloro-1,3,5-triazin-2-yl)-2-azaspiro[3.4]octane-3,5-dione